C1(=CCCCC1)/C=C/C=O (E)-3-(cyclohex-1-en-1-yl)acrylaldehyde